BrC1=NC(=CC(=C1)[C@H]1CN(CCN1)C(=O)OCCCC)Cl butyl (S)-3-(2-bromo-6-chloropyridin-4-yl)piperazine-1-carboxylate